BrC1=CSC2=C1C(=CC=C2)Br 3,4-dibromo-benzothiophene